C(C)(C)(C)C=1N(C2=CC(=C(C=C2C1B1OC(C(O1)(C)C)(C)C)F)F)C(=O)OCC1CCCCC1CO 6-cyclohexanedimethanol tert-butyl-5,6-difluoro-3-(4,4,5,5-tetramethyl-1,3,2-dioxaborolan-2-yl)indole-1-carboxylate